C(C1=CC=CC=C1)OCCOCCOCC=1C=CC(=NC1)N(CC1=CC(=CC=C1)OC)CC1=CC(=CC=C1)N(C)C 5-((2-(2-(benzyloxy)ethoxy)ethoxy)methyl)-N-(3-(dimethylamino)benzyl)-N-(3-methoxybenzyl)pyridin-2-amine